COC1=NC=C(C2=C1N=C(S2)NC(=O)C=2C=NOC2C)C=2C=NN(C2)C 5-Methyl-isoxazole-4-carboxylic acid [4-methoxy-7-(1-methyl-1H-pyrazol-4-yl)-thiazolo[4,5-c]pyridin-2-yl]-amide